15-chloro-2,4,8,10,11-pentaazatetracyclo[11.4.0.02,6.08,12]Heptadecane-1(17),3,5,9,11,13,15-heptaene-5-carbaldehyde ClC=1C=C2C3=NN=CN3CC3=C(N=CN3C2=CC1)C=O